7-bromo-3-iodo-[1,2,4]triazolo[4,3-a]pyridine BrC1=CC=2N(C=C1)C(=NN2)I